(3R)-2-oxoazepan O=C1NCCCCC1